COC1=CC=C(C=C1)CN(C=1C(=C(C(=CC1)C(F)(F)F)C1OC=C(C(C1)=O)C(=O)OC)F)CC1=CC=C(C=C1)OC Methyl 2-[3-[bis[(4-methoxyphenyl)methyl]amino]-2-fluoro-6-(trifluoromethyl)phenyl]-4-oxo-2,3-dihydropyran-5-carboxylate